2-chloro-N-(5-(8-ethyl-2-(((1r,4r)-4-(ethyl(methyl)amino)cyclohexyl)amino)quinazolin-6-yl)-6-methylpyridin-2-yl)benzenesulfonamide ClC1=C(C=CC=C1)S(=O)(=O)NC1=NC(=C(C=C1)C=1C=C2C=NC(=NC2=C(C1)CC)NC1CCC(CC1)N(C)CC)C